NC1CCC(CC1)NC1=NC2=C(C=C(C=C2C=N1)C=1C(=NC(=NC1)NS(=O)(=O)C1=C(C=CC=C1)Cl)C)CC N-(5-(2-(((1r,4r)-4-aminocyclohexyl)-amino)-8-ethyl-quinazolin-6-yl)-4-methylpyrimidin-2-yl)-2-chloro-benzenesulfonamide